1-(2-bromo-4,5-dimethoxyphenyl)-5-(2,3-dibromo-4,6-dimethoxyphenyl)penta-1,4-diene-3-one BrC1=C(C=C(C(=C1)OC)OC)C=CC(C=CC1=C(C(=C(C=C1OC)OC)Br)Br)=O